N=1C=NN2C1C=C(C=C2)OC2=C(C=C(C=C2)NC2=NC=NN1C2=C(C=C1)C1C2CN(C(C1)CC2)C(C(=C)CN(C)C)=O)C 1-(5-(4-((4-([1,2,4]triazolo[1,5-a]pyridin-7-yloxy)-3-methylphenyl)amino)pyrrolo[2,1-f][1,2,4]triazin-5-yl)-2-azabicyclo[2.2.2]octan-2-yl)-2-((dimethylamino)methyl)prop-2-en-1-one